methyl (4R)-4-methyl-1,2,3,4-tetrahydroisoquinoline-7-carboxylate, hydrochloride Cl.C[C@H]1CNCC2=CC(=CC=C12)C(=O)OC